CC1=NN2C(COC(C2)(C)C)=C1C(=O)OCC ethyl 2,6,6-trimethyl-6,7-dihydro-4H-pyrazolo[5,1-c][1,4]oxazine-3-carboxylate